(3-phenoxyphenyl)methyl 3-(2,2-dichloroethenyl)-2,2-dimethylcyclopropane-1-carboxylate ClC(=CC1C(C1C(=O)OCC1=CC(=CC=C1)OC1=CC=CC=C1)(C)C)Cl